C1(=CC=C(C=C1)S(=O)(=O)N1C=CC2=CC(=CC=C12)OC1CN(C1)C=1C(=C(C(=O)O)C=CC1)N1C=CC=C1)C 3-(3-((1-p-tolylsulfonyl-1H-indol-5-yl)oxy)azetidin-1-yl)-2-(1H-pyrrol-1-yl)benzoic acid